C(C)OC(CCC(=NO)C1=CC(=CC=C1)Cl)=O 4-(3-chlorophenyl)-4-(hydroxyimino)butanoic acid ethyl ester